NCCCCCC(=O)NC=1C=CC(=C(C(=O)O)C1)C(NCCC[C@H](NC(C1=CC=C(C=C1)NCC=1N=C2C(=NC(=NC2=NC1)N)N)=O)C(=O)O)=O (S)-5-(6-aminohexanamido)-2-((4-carboxy-4-(4-(((2,4-diaminopteridin-6-yl)methyl)amino)benzamido)butyl)carbamoyl)benzoic acid